(S)-2-((8-Fluoroquinazolin-4-yl)amino)-4-((2-methoxyethyl)(4-(3-methyl-5,6,7,8-tetrahydro-1,8-naphthyridin-2-yl)butyl)amino)butanoic acid FC=1C=CC=C2C(=NC=NC12)N[C@H](C(=O)O)CCN(CCCCC1=NC=2NCCCC2C=C1C)CCOC